(1R,2S)-5'-methoxy-2-(3-{[5-methoxy-2-(pyrrolidin-1-yl)pyrimidin-4-yl]amino}-1H-indazol-6-yl)spiro[cyclopropane-1,3'-indol]-2'(1'H)-one COC=1C=C2[C@]3(C(NC2=CC1)=O)[C@@H](C3)C3=CC=C1C(=NNC1=C3)NC3=NC(=NC=C3OC)N3CCCC3